C12CN(CC(CC1)N2)C2=CC=C(C1=C2NC(S1)(N)C1=C(C=C2C=NC(=NC2=C1F)OC1COCC1)C(F)(F)F)F 4-(3,8-diazabicyclo[3.2.1]octan-3-yl)-8-fluoro-2-((tetrahydrofuran-3-yl)oxy-6-(trifluoromethyl)quinazolin-7-yl)-7-fluorobenzo[d]thiazol-2-amine